Dicalcium diphosphat [O-]P([O-])(=O)OP(=O)([O-])[O-].[Ca+2].[Ca+2]